COC1=CC=C(C=C1)NC2=CC=C(C=C2)N 4-amino-4'-methoxydiphenylamine